(19R)-3-(cyclopropylmethyl)-16-fluoro-5,10,19-trimethyl-heptaazapentacyclo[19.3.1.02,6.08,12.013,18]pentacosa-1(24),2(6),4,8,11,13,15,17,21(25),22-decaen-22-amine C1(CC1)CN1C=2C3=CC=C(C(C[C@H](C4=CC(=CN=C4C4=NN(N=C4NC2C(=N1)C)C)F)C)=C3)N